3-methoxy-N-methyl-4-[(3-{4-[(oxan-4-yl)amino]-1-(2,2,2-trifluoroethyl)-1H-indol-2-yl}prop-2-yn-1-yl)amino]benzamide COC=1C=C(C(=O)NC)C=CC1NCC#CC=1N(C2=CC=CC(=C2C1)NC1CCOCC1)CC(F)(F)F